(R)- or (S)-4-({2-[5-(3-chloro-2-fluoro-6-methoxyphenyl)-1-oxidopyridin-2-yl]-3-cyclopropylpropanoyl}amino)benzoic acid ClC=1C(=C(C(=CC1)OC)C=1C=CC(=[N+](C1)[O-])[C@H](C(=O)NC1=CC=C(C(=O)O)C=C1)CC1CC1)F |o1:16|